ClC1=C(C(=CC=C1Cl)O)C1=CC=2N(C=C1)C=C(N2)C=O (7-(2,3-dichloro-6-hydroxyphenyl)imidazo[1,2-a]pyridin-2-yl)methanone